4-((5-methoxypyridin-2-yl)oxy)benzonitrile COC=1C=CC(=NC1)OC1=CC=C(C#N)C=C1